C12(CC3CC(CC(C1)C3)C2)NCC=2SC=C(N2)CCC#CC2=C3C(N(C(C3=CC=C2)=O)C2C(NC(CC2)=O)=O)=O 4-(4-(2-((adamantan-1-ylamino)methyl)thiazol-4-yl)but-1-yn-1-yl)-2-(2,6-dioxopiperidin-3-yl)isoindoline-1,3-dione